7-fluoro-2-(pyrrolidine-1-ylsulfonyl)-4-(4,4,5,5-tetramethyl-1,3,2-dioxaborolan-2-yl)-5-(trifluoromethyl)-1H-indole FC=1C=C(C(=C2C=C(NC12)S(=O)(=O)N1CCCC1)B1OC(C(O1)(C)C)(C)C)C(F)(F)F